ClC(C1=CC(=NN1C(C)C)C(=O)OC)NO methyl 5-(chloro (hydroxyamino) methyl)-1-isopropyl-1H-pyrazole-3-carboxylate